OC1=C(C(N(C=C1)C)=O)NC(N[C@@H](CC(=O)O)C=1C=C(C=CC1)C1=CC=C(C=C1)OC(F)(F)F)=O (S)-3-(3-(4-hydroxy-1-methyl-2-oxo-1,2-dihydropyridin-3-yl)ureido)-3-(4'-(trifluoromethoxy)biphenyl-3-yl)propionic acid